FC=1C(=NC=CC1)CNC1=NC=CC2=C1N=C(O2)CCNCCC2=NC1=C(N2CCC2=CC=CC=C2)C=CC=C1 N-((3-fluoropyridin-2-yl)methyl)-2-(2-((2-(1-phenethyl-1H-benzo[d]imidazol-2-yl)ethyl)amino)ethyl)oxazolo[4,5-c]pyridin-4-amine